CN(C1=CC=C(C=C1)C(C)=O)C 1-(4-(Dimethylamino)phenyl)ethan-1-on